C(C=C)(=S)[O-] thio-acrylate